C(CCC)OC1=NN2C(C(=N1)N)=NC=C2CC2=CC(=C(C=C2)N2CCNCC2)C(C)C butoxy-7-(3-isopropyl-4-(piperazin-1-yl)benzyl)imidazo[2,1-f][1,2,4]triazin-4-amine